1-(3-(4-((4-([1,2,4]triazolo[1,5-a]pyridin-7-yloxy)-3-methylphenyl)amino)thieno[2,3-d]pyrimidin-6-yl)-6,7-dihydropyrazolo[1,5-a]pyrazin-5(4H)-yl)prop-2-en-1-one N=1C=NN2C1C=C(C=C2)OC2=C(C=C(C=C2)NC=2C1=C(N=CN2)SC(=C1)C=1C=NN2C1CN(CC2)C(C=C)=O)C